(2-chloropyridin-4-yl)methylamine 2HCl Cl.Cl.ClC1=NC=CC(=C1)CN